C(CCC(=O)[O-])(=O)OC(Cl)C(C)(C)C tert-butylchloromethyl succinate